C(N)(O)=O.C(C)(C)(C)C1=C(C=C(C(=C1)OCCOC)OCCOC)[N+](=O)[O-] tert-butyl-(4,5-bis(2-methoxyethoxy)-2-nitrobenzene) carbamate